C[Si]1(CN(CC1)C(=O)C=1C=NN(C1)C12CC(C1)(C2)NC(OC(C)(C)C)=O)C tert-butyl {3-[4-(3,3-dimethyl-1,3-azasilolidine-1-carbonyl)-1H-pyrazol-1-yl]bicyclo[1.1.1]pentan-1-yl}carbamate